ClC=1C(=C(C=CC1)NC1=C(NC2=C1C(NCC2)=O)C2=C(C=NC=C2)OC[C@H]2N(CCC2)C(=O)OC(C)(C)C)OC tert-butyl (2S)-2-{[(4-{3-[(3-chloro-2-methoxyphenyl)amino]-4-oxo-1H,5H,6H,7H-pyrrolo[3,2-c]pyridin-2-yl}pyridin-3-yl)oxy]methyl}pyrrolidine-1-carboxylate